(S)-N-(2-Chloro-6-fluorophenyl)-4-(3-ethylureido)-5-fluoro-2-((1,1,1-trifluoropropan-2-yl)oxy)benzamide ClC1=C(C(=CC=C1)F)NC(C1=C(C=C(C(=C1)F)NC(=O)NCC)O[C@H](C(F)(F)F)C)=O